C(CCCCC\C=C/C\C=C/CCCCC)=O (Z,Z)-7,10-Hexadecadienal